bis(cyclopentadienyl)tungsten(IV) dichloride C1(C=CC=C1)[W](C1C=CC=C1)(Cl)Cl